BrC=1C=C(C=CC1)N(C1=NC(=NC2=CC(=CC=C12)Cl)NCC(OC)OC)C N4-(3-bromophenyl)-7-chloro-N2-(2,2-dimethoxyethyl)-N4-methylquinazoline-2,4-diamine